(4,5-dimethyl-4,5,6,7-tetrahydropyrazolo[1,5-a]pyrazin-2-yl)methyl ((7-chloro-2-(2,6-dioxopiperidin-3-yl)-4-fluoro-3-oxoisoindolin-5-yl)methyl)carbamate ClC=1C=C(C(=C2C(N(CC12)C1C(NC(CC1)=O)=O)=O)F)CNC(OCC1=NN2C(C(N(CC2)C)C)=C1)=O